tert-butyl (+-)-trans-5-methoxy-4-((2-(4-(methoxycarbonyl) phenyl)-4-(pyridin-2-yl) piperidin-1-yl) methyl)-7-methyl-1H-indole-1-carboxylate COC=1C(=C2C=CN(C2=C(C1)C)C(=O)OC(C)(C)C)CN1[C@H](C[C@@H](CC1)C1=NC=CC=C1)C1=CC=C(C=C1)C(=O)OC |r|